C(C([2H])([2H])[2H])(OC1CC(C1)N1N=C(C(=C1)NC(=O)C=1N=C(SC1)C=1C=NNC1)C1=NC=CC=C1)([2H])[2H] N-(1-((1s,3s)-3-(ethoxy-d5)cyclobutyl)-3-(pyridin-2-yl)-1H-pyrazol-4-yl)-2-(1H-pyrazol-4-yl)thiazole-4-carboxamide